ClC=1C=C(OC2=CC=C(C=N2)C2CN(C2)C(CC[C@]2(CCC(N2)=O)C)=O)C=CC1 (R)-5-(3-(3-(6-(3-chlorophenoxy)pyridin-3-yl)azetidin-1-yl)-3-oxopropyl)-5-methylpyrrolidin-2-one